(R)-2-(4-((1-methylpiperidin-3-yl)oxy)phthalazin-1-yl)-5-(trifluoromethyl)phenol CN1C[C@@H](CCC1)OC1=NN=C(C2=CC=CC=C12)C1=C(C=C(C=C1)C(F)(F)F)O